N'-[2-benzyloxy-2-(trifluoromethyl)pent-4-enoyl]-3-bromo-6-pent-4-enoxy-5-(trifluoromethyl)pyridine-2-carbohydrazide C(C1=CC=CC=C1)OC(C(=O)NNC(=O)C1=NC(=C(C=C1Br)C(F)(F)F)OCCCC=C)(CC=C)C(F)(F)F